S1C=C(C=C1)CCN1C[C@@H](C([C@@H](C1)O)O)O (3S,4r,5R)-1-(2-(thiophen-3-yl)ethyl)piperidine-3,4,5-triol